(5-(2-bromo-4-fluorophenoxy)pyrimidin-4-yl)-2,7-diazaspiro[4.4]nonane-2-carboxylic acid tert-butyl ester C(C)(C)(C)OC(=O)N1C(C2(CC1)CNCC2)C2=NC=NC=C2OC2=C(C=C(C=C2)F)Br